ClC1=CC=C(C(=N1)N(C)C)F 6-chloro-3-fluoro-N,N-dimethylpyridin-2-amine